CNC(=O)C1CC(C1)\C=C\S(=O)(=O)C N-methyl-3-[(E)-2-methylsulfonylvinyl]cyclobutanecarboxamide